C(C)(C)C1=C(C=CC=C1)C1=NC=C2N(C(N(C2=N1)CC1=CC=C(C=C1)C=1NC=C(N1)C(F)(F)F)=N)C 2-(2-isopropylphenyl)-7-methyl-9-[[4-[4-(trifluoromethyl)-1H-imidazol-2-yl]phenyl]methyl]purin-8-imine